CCCCCCCCC(CCCCCCCC)OC(CCCCCCCN(CCCCCCOC(=O)OCCCCCCCCC)CCO)=O 8-((2-hydroxyethyl)(6-(((nonyloxy)carbonyl)oxy)hexyl)amino)octanoic acid heptadec-9-yl ester